5-(allylsulfanyl)-1-{[3-(2-chlorophenyl)-2-(2,4-difluorophenyl)oxirane-2-yl]methyl}-1H-1,2,4-triazole C(C=C)SC1=NC=NN1CC1(OC1C1=C(C=CC=C1)Cl)C1=C(C=C(C=C1)F)F